CN1N=CC(=C1)C=1N=C(C=2N(C1)N=CC2)C2=CC=C(CN1C(CN(CC1)C(=O)[O-])=O)C=C2 4-(4-(6-(1-methyl-1H-pyrazol-4-yl) pyrazolo[1,5-a]pyrazin-4-yl) benzyl)-3-oxopiperazine-1-carboxylate